(E)-5-(4-(1H-pyrazol-1-yl)styryl)-3-fluoro-2-hydroxybenzaldehyde N1(N=CC=C1)C1=CC=C(/C=C/C=2C=C(C(=C(C=O)C2)O)F)C=C1